2-(2,6-difluoro-4-(3-(1-(5-propylpyrimidin-2-yl)piperidin-4-yl)propoxy)phenyl)-1-(3-((((2S,3R,4R,5R)-2,3,4,5,6-pentahydroxyhexyl)amino)methyl)-azetidin-1-yl)ethan-1-one FC1=C(C(=CC(=C1)OCCCC1CCN(CC1)C1=NC=C(C=N1)CCC)F)CC(=O)N1CC(C1)CNC[C@@H]([C@H]([C@@H]([C@@H](CO)O)O)O)O